tris(1,10-phenanthroline) iron hexafluorophosphate F[P-](F)(F)(F)(F)F.[Fe+2].N1=CC=CC2=CC=C3C=CC=NC3=C12.N1=CC=CC2=CC=C3C=CC=NC3=C12.N1=CC=CC2=CC=C3C=CC=NC3=C12.F[P-](F)(F)(F)(F)F